(R)-6-((4,4-difluoro-3-(hydroxymethyl)piperidin-1-yl)methyl)-2-(3-(3-((4-methyl-4H-1,2,4-triazol-3-yl)methyl)oxetan-3-yl)phenyl)-4-(trifluoromethyl)-isoindolin-1-one FC1([C@H](CN(CC1)CC1=CC(=C2CN(C(C2=C1)=O)C1=CC(=CC=C1)C1(COC1)CC1=NN=CN1C)C(F)(F)F)CO)F